N1C(=NC=C1)CCNCC(=O)O N-(imidazolylethyl)glycine